N1(N=CN=C1)CC1(C(CC2=CC(=CC=C12)Br)C)O 1-((1H-1,2,4-triazol-1-yl)methyl)-5-bromo-2-methyl-2,3-dihydro-1H-inden-1-ol